BrC1=CC(=C(C=C1)OC(C=CC1=CC=CC=C1)=O)C1SCCCS1.FC(C=1C=C(C=C)C=CC1)(F)F 3-(trifluoromethyl)styrene 4-bromo-2-(1,3-dithian-2-yl)phenyl-cinnamate